2-[1-(5,6-Difluoro-4-oxo-2-phenyl-chromen-8-yl)ethylamino]benzoic acid FC1=C2C(C=C(OC2=C(C=C1F)C(C)NC1=C(C(=O)O)C=CC=C1)C1=CC=CC=C1)=O